1,2-bis(hydroxyethoxy)cyclohexane OCCOC1C(CCCC1)OCCO